N[C@H](CNC1=NC(=C2C(=N1)N(N=C2)C)NC(C)(C)C)C2=CC(=C(C=C2)F)F N6-[(2S)-2-amino-2-(3,4-difluorophenyl)ethyl]-N4-tert-butyl-1-methyl-1H-pyrazolo[3,4-d]pyrimidine-4,6-diamine